(2S,4R)-N-((S)-1-(2-fluoro-4-(4-methylthiazol-5-yl)phenyl)ethyl)-4-hydroxypyrrolidine FC1=C(C=CC(=C1)C1=C(N=CS1)C)[C@H](C)N1CC[C@H](C1)O